C1(CCCCC1)S(=O)(=O)OC=1C=C(C=CC1)NC(NC1=CC(=CC=C1)OS(=O)(=O)C1CCCCC1)=O bis-[3-(cyclohexanesulfonyloxy)phenyl]urea